N-((2R,3S)-1-(5-(difluoromethoxy)pyridin-3-yl)-2-((((CIS)-4-phenylcyclohexyl)oxy)methyl)-pyrrolidin-3-yl)methanesulfonamide FC(OC=1C=C(C=NC1)N1[C@H]([C@H](CC1)NS(=O)(=O)C)CO[C@@H]1CC[C@@H](CC1)C1=CC=CC=C1)F